(2-fluorophenyl)(5-(5-(5-(trifluoromethyl)-1,2,4-oxadiazol-3-yl)pyridin-2-yl)-2,5-diazabicyclo[2.2.1]heptan-2-yl)methanone FC1=C(C=CC=C1)C(=O)N1C2CN(C(C1)C2)C2=NC=C(C=C2)C2=NOC(=N2)C(F)(F)F